[N+](#[C-])[Cu] isocyanocopper